4-(2-propenoyl-1-methyl-1,2,3,4-tetrahydroisoquinolin-5-yl)-5-fluoro-2-methyl-1H-indole-7-carboxamide C(C=C)(=O)N1C(C2=CC=CC(=C2CC1)C1=C2C=C(NC2=C(C=C1F)C(=O)N)C)C